(4-bromophenyl)sulfonyl-1,3-dimethyl-azetidine BrC1=CC=C(C=C1)S(=O)(=O)C1N(CC1C)C